4-(2-chloro-4-(1-cyclopropoxy-1-(naphthalen-1-yl)-2-((tetrahydro-2H-pyran-2-yl)oxy)ethyl)quinazolin-6-yl)-6-Methyl-1-tosyl-1,6-dihydro-7H-pyrrolo[2,3-c]pyridin-7-one ClC1=NC2=CC=C(C=C2C(=N1)C(COC1OCCCC1)(C1=CC=CC2=CC=CC=C12)OC1CC1)C=1C2=C(C(N(C1)C)=O)N(C=C2)S(=O)(=O)C2=CC=C(C)C=C2